C(=CC1=CC=CC=C1)C1=CC=CC=C1.[Na] sodium styryl-benzene